N-[[4-[5-(trifluoromethyl)-1,2,4-oxadiazol-3-yl]phenyl]methyl]methylamine FC(C1=NC(=NO1)C1=CC=C(C=C1)CNC)(F)F